S-methylsulfonyl methyl ketone CC(=O)S(=O)(=O)C